4-morpholino-N-(pyrimidin-2-yl)pyrido[3',2':4,5]furo[3,2-d]pyrimidin-2-amine O1CCN(CC1)C=1C2=C(N=C(N1)NC1=NC=CC=N1)C1=C(O2)N=CC=C1